Penta(ethyleneoxy)-tridecanoyl-dimethylsilylisobutylchlorid C(COC(C(C([Si](C)(C)C(CCCCCCCCCCCC)=O)(OCCCl)Cl)(C)OCCCl)(OCCCl)OCCCl)Cl